1-Dodecanol C(CCCCCCCCCCC)O